OC(CN1CN(C=C1)C)CO 3-(2,3-dihydroxypropyl)-1-methyl-1H-imidazole